1,4-benzoxazine-5-carboxylate O1CC=NC=2C1=CC=CC2C(=O)[O-]